2-methyl-4-[methyl(6-[7-[1-(oxan-2-yl) pyrazol-4-yl]-3-[[2-(trimethylsilyl)ethoxy]methyl]-1,2,3-benzotriazol-4-yl]pyridazin-3-yl)amino]piperidine-1-carboxylate CC1N(CCC(C1)N(C=1N=NC(=CC1)C1=CC=C(C=2N=NN(C21)COCC[Si](C)(C)C)C=2C=NN(C2)C2OCCCC2)C)C(=O)[O-]